C(C)(C)(C)OC(=O)N[C@H](C(=O)N=C(SC)N(C(OC(C)(C)C)=O)C)C tert-butyl N-[N-[(2S)-2-(tert-butoxycarbonylamino)propanoyl]-C-methylsulfanyl-carbonimidoyl]-N-methyl-carbamate